O=C1NC(CCC1N1C(C2=CC=C(C=C2C1)CNC(C(C1=C(C=C(C=C1)OC)C(F)(F)F)(F)F)=O)=O)=O N-((2-(2,6-dioxopiperidin-3-yl)-1-oxoisoindolin-5-yl)methyl)-2,2-difluoro-2-(4-methoxy-2-(trifluoromethyl)phenyl)acetamide